1-[(1R)-1-[(3-nitro-4-quinolinyl)amino]propyl]cyclohexanol [N+](=O)([O-])C=1C=NC2=CC=CC=C2C1N[C@H](CC)C1(CCCCC1)O